4-chloro-7-((3aR,3bR,4aS,5R,5aS)-2,2-dimethyl-3b-(prop-1-en-2-yl)hexahydrocyclopropa[3,4]cyclopenta[1,2-d][1,3]dioxol-5-yl)-7H-pyrrolo[2,3-d]pyrimidine ClC=1C2=C(N=CN1)N(C=C2)[C@@H]2[C@@H]1[C@]([C@@H]3[C@H]2OC(O3)(C)C)(C1)C(=C)C